3-[(4-cyanopyridin-3-yl)sulfanyl]benzoic acid C(#N)C1=C(C=NC=C1)SC=1C=C(C(=O)O)C=CC1